FC(C1=CC=C(C=N1)NC(=O)[C@H]1CC12CCN(CC2)C(=O)OC(C(F)(F)F)C(F)(F)F)(F)F 1,1,1,3,3,3-Hexafluoropropan-2-yl (S)-1-((6-(trifluoromethyl)pyridin-3-yl)carbamoyl)-6-azaspiro[2.5]octan-6-carboxylat